2-methyl-N-[3-chloro-4-[4-[2-(4-hydroxy-4-piperidinyl)acetyl]piperazine-1-carbonyl]phenyl]-5-[4-(difluoromethoxy)-2,3-difluoro-phenyl]-imidazole-2-carboxamide CC1(N=C(C=N1)C1=C(C(=C(C=C1)OC(F)F)F)F)C(=O)NC1=CC(=C(C=C1)C(=O)N1CCN(CC1)C(CC1(CCNCC1)O)=O)Cl